OC1CN(CCOC1C(=O)[O-])C(=O)[O-] 6-hydroxy-1,4-oxazepane-4,7-dicarboxylate